P(=O)(O)(O)O.CC1=CC=CC=C1.CC1=CC=CC=C1 di(toluene) phosphate